[Br-].C1(=CC=CC=C1)[P+](CCCCCCCCCCCCCC)(C1=CC=CC=C1)C1=CC=CC=C1 triphenyl-(tetradecyl)phosphonium bromide